trans-4-(((trans-4-(3-Cyano-4-methoxy-phenyl)cyclohexyl)-methyl)(4-(1-cyclopropyl-1H-pyrazol-4-yl)pyridin-2-yl)-carbamoyl)cyclohexyl methylcarbamate CNC(O[C@@H]1CC[C@H](CC1)C(N(C1=NC=CC(=C1)C=1C=NN(C1)C1CC1)C[C@@H]1CC[C@H](CC1)C1=CC(=C(C=C1)OC)C#N)=O)=O